N1N=CC2=CC=C(C=C12)CNC(O[C@H]1[C@H](NC[C@@H]1O)CC1=CC=C(C=C1)OC)=O (2R,3S,4S)-4-hydroxy-2-[(4-methoxyphenyl)methyl]pyrrolidin-3-yl N-(1H-indazol-6-ylmethyl)carbamate